C(CC)[SiH2]OCCCOCC1=C(C=CC=C1)O propyl-(hydroxyphenyl)methoxypropoxysilane